C1(=CC=CC=C1)CCOC(=O)N1CCN(CC1)C=1C=NN2C1C=CC(=C2)C=2C=NN(C2)C 4-[6-(1-Methyl-1H-pyrazol-4-yl)pyrazolo[1,5-a]pyridin-3-yl]piperazine-1-carboxylic acid 2-phenylethyl ester